N-(5-(4-(1H-pyrazol-1-yl)phenyl)-1H-pyrazol-3-yl)-1H-indazol-5-amine N1(N=CC=C1)C1=CC=C(C=C1)C1=CC(=NN1)NC=1C=C2C=NNC2=CC1